COC1=CC=C(C=C1)C(C)(C)C=1N=C(SC1)NC(=O)NCC=1C=NC(=NC1)N1CCNCC1 1-(4-(2-(4-methoxyphenyl)propan-2-yl)thiazol-2-yl)-3-((2-(piperazin-1-yl)pyrimidin-5-yl)methyl)urea